N[C@H](C(=O)NN(C(CCl)=O)CCC(=O)N)CC(C)C (S)-3-(2-(2-amino-4-methylpentanoyl)-1-(2-chloroacetyl)hydrazino)propionamide